C(C)(=O)SC[C@H](C(=O)N[C@H](C(=O)OCC)CCSC)CC1=C(C=CC=C1)C ethyl (2S)-2-[[(2S)-2-(acetylsulfanylmethyl)-3-(2-methylphenyl)propanoyl]amino]-4-methylsulfanylbutanoate